2-benzyl-6-(2-(2,2,2-trifluoroethoxy)pyrimidin-5-yl)pyridazin-3(2H)-one C(C1=CC=CC=C1)N1N=C(C=CC1=O)C=1C=NC(=NC1)OCC(F)(F)F